4-amino-2-(2,6-dioxo-3-piperidyl)isoindole-1,3-dione NC1=C2C(N(C(C2=CC=C1)=O)C1C(NC(CC1)=O)=O)=O